(((4-(6-cyano-7-(dimethylphosphoryl)-1H-indol-3-yl)-5-(trifluoromethyl)pyrimidin-2-yl)amino) Methyl)-5-azaspiro[2.4]heptane-5-carboxylate C(#N)C1=CC=C2C(=CNC2=C1P(=O)(C)C)C1=NC(=NC=C1C(F)(F)F)NCOC(=O)N1CC2(CC2)CC1